OXOETHYL MORPHOLINE-4-CARBOXYLATE N1(CCOCC1)C(=O)OCC=O